Estratetraenol C[C@@]12C=CC[C@H]1[C@@H]1CCC=3C=C(O)C=CC3[C@H]1CC2